1-(4-fluorophenyl)-1-methylethylamine hydroiodide I.FC1=CC=C(C=C1)C(C)(C)N